((((S)-1-(2-chlorophenyl)-2-oxocyclohexyl)(methyl)carbamoyl)oxy)methyl acetyl-L-valinate C(C)(=O)N[C@@H](C(C)C)C(=O)OCOC(N(C)[C@]1(C(CCCC1)=O)C1=C(C=CC=C1)Cl)=O